N[C@H](C)C=1C=C(C=C2C(C(=C(OC12)C=1C=NN(C1)C)C)=O)C (R)-8-(1-aminoethyl)-3,6-dimethyl-2-(1-methyl-1H-pyrazol-4-yl)-4H-chromen-4-one